N-(6-aminohexyl)-2-ethyl-4-[[3-[3-(trifluoromethyl)-1H-pyrazol-4-yl]imidazo[1,2-a]pyrazin-8-yl]amino]benzamide hydrochloride Cl.NCCCCCCNC(C1=C(C=C(C=C1)NC=1C=2N(C=CN1)C(=CN2)C=2C(=NNC2)C(F)(F)F)CC)=O